C(C=C)OC1=C(C=O)C=CC=C1Cl 2-(allyloxy)-3-chlorobenzaldehyde